BrC=1C=C2C(=C(N=NC2=CC1)Cl)NN 6-bromo-3-chloro-4-hydrazineylcinnoline